FC1=C(C(=CC(=C1)CNC=1N(C=CN1)C)O)N1CC(NS1(=O)=O)=O 5-(2-fluoro-6-hydroxy-4-(((1-methyl-1H-imidazol-2-yl)amino)methyl)phenyl)-1,2,5-thiadiazolidin-3-one 1,1-dioxide